N-(2-ethylbutyl)ethane-1,2-diamine C(C)C(CNCCN)CC